3-[2-(4-Fluorophenyl)-5-(trifluoromethyl)-1H-indol-3-yl]-N-[(3S,4R)-4-hydroxy-2-oxo-pyrrolidin-3-yl]propionamide FC1=CC=C(C=C1)C=1NC2=CC=C(C=C2C1CCC(=O)N[C@@H]1C(NC[C@H]1O)=O)C(F)(F)F